(R)-1-(6-aminopyridazin-4-yl)-6-chloro-7-(2-(((3-chloropyridin-2-yl)oxy)methyl)pyrrolidin-1-yl)-4-oxo-1,4-dihydroquinoline-3-carboxylic acid NC1=CC(=CN=N1)N1C=C(C(C2=CC(=C(C=C12)N1[C@H](CCC1)COC1=NC=CC=C1Cl)Cl)=O)C(=O)O